C1N(CCC2=CC=CC=C12)CC(CNC1=NN(C2=C1N=CN=C2N2CCN(CC2)C(C)=O)COCC[Si](C)(C)C)O 1-(4-(3-((3-(3,4-dihydroisoquinolin-2(1H)-yl)-2-hydroxypropyl)amino)-1-((2-(trimethylsilyl)ethoxy)methyl)-1H-pyrazolo[4,3-d]Pyrimidin-7-yl)piperazin-1-yl)ethan-1-one